(R)-N-(1-(4-chlorophenyl)-2,2,2-trifluoroethyl)pyrazolo[1,5-a]pyrimidine-6-sulfonamide ClC1=CC=C(C=C1)[C@H](C(F)(F)F)NS(=O)(=O)C=1C=NC=2N(C1)N=CC2